3-ethyl-8-hydroxy-7-(methylthio)-5-phenyl-3-propyl-2,3,4,5-tetrahydro-1,5-benzothiazepine 1,1-dioxide C(C)C1(CS(C2=C(N(C1)C1=CC=CC=C1)C=C(C(=C2)O)SC)(=O)=O)CCC